methyl 4-(difluoromethoxy)-3-fluoro-5-[(trimethylsilyl)ethynyl]benzoate FC(OC1=C(C=C(C(=O)OC)C=C1C#C[Si](C)(C)C)F)F